dihydroxyamphetamine CC(CC1=CC=CC=C1)N(O)O